tetratolyl-phosphonium acetate C(C)(=O)[O-].C1(=C(C=CC=C1)[P+](C1=C(C=CC=C1)C)(C1=C(C=CC=C1)C)C1=C(C=CC=C1)C)C